CC1=NOC(=C1C=1C=C2C(=NC1)N(C=C2C2=C(C=C(C(=O)O)C=C2)OCCC)[C@@H](C)C2=NC=CC=C2)C (S)-4-(5-(3,5-dimethylisoxazol-4-yl)-1-(1-(pyridin-2-yl)ethyl)-1H-pyrrolo[2,3-b]pyridin-3-yl)-3-propoxybenzoic acid